1-tert-butyl 2-methyl 4-methylpiperazine-1,2-dicarboxylate CN1CC(N(CC1)C(=O)OC(C)(C)C)C(=O)OC